1-Pentyl-1-methylpyrrolidinium triflat [O-]S(=O)(=O)C(F)(F)F.C(CCCC)[N+]1(CCCC1)C